FC(S(=O)(=O)NC1=C(C=CC=C1)C1=CC=C2[C@H]([C@@H](COC2=C1)CC=1N=C(SC1)C1=CC=CC=C1)O)(F)F 1,1,1-Trifluoro-N-(2-((3R,4S)-4-hydroxy-3-((2-phenylthiazol-4-yl)-methyl)chroman-7-yl)phenyl)methansulfonamid